C(C1=CC=CC=C1)NS(=O)(=O)C1=CC(=CC=C1)C1=NC2=C(C=CN=C2C=C1)NC1CCCC1 N-benzyl-3-[8-(cyclopentylamino)-1,5-naphthyridin-2-yl]benzene-1-sulfonamide